4,5-dihydrobenzo[d][1,3]oxazepin-2(1H)-one N1C(OCCC2=C1C=CC=C2)=O